FC(C(C(F)(F)[Si](N(C)C)(N(C)C)N(C)C)(F)F)(CCC(F)(F)F)F nonafluorohexyl-tris(dimethylamino)silane